FC1=CC2=C(C=CO2)C=C1[C@H]1[C@@H](C(NC1)=O)NC(=O)NC1=CC=C(C=C1)F |o1:10,11| (-)-1-[(3S*,4R*)-4-(6-fluorobenzo-furan-5-yl)-2-oxopyrrolidin-3-yl]-3-(4-fluoro-phenyl)urea